4-amino-1-[(2R)-6-amino-2-[[2-[[(2R)-2-amino-3-phenyl-propionyl]amino]-5,5,5-trifluoro-pentanoyl]amino]hexanoyl]piperidine-4-carboxylic acid tris(trifluoroacetate) FC(C(=O)O)(F)F.FC(C(=O)O)(F)F.FC(C(=O)O)(F)F.NC1(CCN(CC1)C([C@@H](CCCCN)NC(C(CCC(F)(F)F)NC([C@@H](CC1=CC=CC=C1)N)=O)=O)=O)C(=O)O